ClC=1C(=C(C=CC1OC)NC(C(=O)O)(C)C)F 2-((3-chloro-2-fluoro-4-methoxyphenyl)amino)-2-methylpropanoic acid